CC=1C(=CC=CC1)S(=O)(=O)OC1=C(C=CC=C1)NC(=O)NC1=CC(=CC=C1)OS(=O)(=O)C=1C(C)=CC=CC1 N-[2-(o-toluenesulfonyloxy)phenyl]-N'-[3-(o-toluenesulfonyloxy)phenyl]urea